5-((3-((3-((3-Chloro-4-(trifluoromethoxy)benzyl)amino)propyl)amino)-3-oxopropyl)amino)benzo[c][2,6]naphthyridine-8-carboxamide ClC=1C=C(CNCCCNC(CCNC2=NC3=C(C4=CN=CC=C24)C=CC(=C3)C(=O)N)=O)C=CC1OC(F)(F)F